5-methyl-1,3,4-oxadiazole-2-carboxylic acid ethyl ester C(C)OC(=O)C=1OC(=NN1)C